N-(2-cyano-5-(piperazin-1-yl)pyridin-4-yl)-3-methoxy-1-methyl-1H-pyrazole-4-carboxamide C(#N)C1=NC=C(C(=C1)NC(=O)C=1C(=NN(C1)C)OC)N1CCNCC1